O=C1NC(CCC1N1CC2=CC=C(C=C2C1=O)CNC(OCC=1C=C(C=CC1)C1=CC=CC=C1)=O)=O [1,1'-biphenyl]-3-ylmethyl ((2-(2,6-dioxopiperidin-3-yl)-3-oxoisoindolin-5-yl)methyl)carbamate